(5-amino-2-((3,6-dimethylpyridin-2-yl)methoxy)-8-(2-methoxy-6-methylpyridin-4-yl)-[1,2,4]triazolo[1,5-c]pyrimidin-7-yl)benzonitrile NC1=NC(=C(C=2N1N=C(N2)OCC2=NC(=CC=C2C)C)C2=CC(=NC(=C2)C)OC)C2=C(C#N)C=CC=C2